COCCN(C=1N=C(C2=C(N1)C(=NC(=N2)N(CCOC)CCOC)N2CCC(CC2)OC)NCC(C)(C)C)CCOC N2,N2,N6,N6-tetrakis(2-methoxyethyl)-8-(4-methoxypiperidin-1-yl)-N4-neopentylpyrimido[5,4-d]pyrimidine-2,4,6-triamine